NC(C(C1COCC1)N1CC2=CC(=CC=C2[C@H](C1)C)C(=O)NC=1C=NC=C(C1)CC(F)(F)F)=O (4R)-2-(2-amino-2-oxo-1-tetrahydrofuran-3-yl-ethyl)-4-methyl-N-[5-(2,2,2-trifluoroethyl)-3-pyridyl]-3,4-dihydro-1H-isoquinoline-7-carboxamide